FC1=C(C=C(C=C1)C=1OC(=CN1)C(=O)NC(CC)CC)C=1OC(=CN1)C(=O)NC(CC)CC 2,2'-(4-fluoro-1,3-phenylene)bis(N-(pentane-3-yl)oxazole-5-carboxamide)